Isoquinoline-6(4H)-one C=1N=CCC2=CC(C=CC12)=O